7-bromo-6-chloro-5-(((R)-3-chloro-2-((2,2-difluoroethyl)amino)but-3-en-1-yl)oxy)-8-fluoro-2-(((2R,7aS)-2-fluorotetrahydro-1H-pyrrolizin-7a(5H)-yl)methoxy)quinazolin-4-ol BrC1=C(C(=C2C(=NC(=NC2=C1F)OC[C@]12CCCN2C[C@@H](C1)F)O)OC[C@H](C(=C)Cl)NCC(F)F)Cl